ClC=1C(N(C(=CC1OC([2H])([2H])C1=NC=C(C=C1F)F)C)C1=CC(=NC=C1C)N1N=C(C(=C1)F)C(C)(C)NC(C([2H])([2H])[2H])=O)=C=O (S)-N-(2-(1-(3-chloro-4-((3,5-difluoropyridin-2-yl)methoxy-d2)-5',6-dimethyl-2-Carbonyl-2H-[1,4'-bipyridyl]-2'-yl)-4-fluoro-1H-pyrazol-3-yl)propan-2-yl)acetamide-2,2,2-d3